C12(CC(C1)C2)NS(=O)(=O)C=2C(=C(N(C2)C)C(=O)NC2=CC(=C(C=C2)F)C#N)C 4-(N-(bicyclo[1.1.1]pent-1-yl)sulfamoyl)-N-(3-cyano-4-fluorophenyl)-1,3-dimethyl-1H-pyrrole-2-carboxamide